(4-(2-hexadecylhydrazine-1-carbonyl)benzyl)benzamide C(CCCCCCCCCCCCCCC)NNC(=O)C1=CC=C(CC2=C(C(=O)N)C=CC=C2)C=C1